C(C)(C)(C)N(C(O)=O)C(C(=O)C1=CC=C(C=C1)F)C.OCC1OC2=CC=CC=C2C(C1)=O (hydroxymethyl)chroman-4-one tert-butyl-(1-(4-fluorophenyl)-1-oxopropan-2-yl)carbamate